(E)-3-(4-(5-((5-(8-(7-Acetyl-3-ethyl-5,6,7,8-tetrahydroimidazo[1,5-a]pyrazin-1-yl)isoquinolin-3-yl)pyridin-2-yl)oxy)pent-1-en-1-yl)-1-oxoisoindolin-2-yl)piperidine-2,6-dione C(C)(=O)N1CC=2N(CC1)C(=NC2C=2C=CC=C1C=C(N=CC21)C=2C=CC(=NC2)OCCC/C=C/C2=C1CN(C(C1=CC=C2)=O)C2C(NC(CC2)=O)=O)CC